Pyridin-3-ylmethyl (S)-(4-(7-carbamoyl-2-(1-ethyl-3-methyl-1H-pyrazole-5-carboxamido)-3,4-dihydro-5-oxa-1,2a-diazaacenaphthylen-3-yl)butyl)carbamate C(N)(=O)C=1C=C2OC[C@@H](N3C(=NC(C1)=C32)NC(=O)C3=CC(=NN3CC)C)CCCCNC(OCC=3C=NC=CC3)=O